α-D-erythrose O[C@@H]1[C@H](O)[C@H](O)CO1